henicosan-11-yl 9-((4-(dimethylamino)butanoyl)oxy)octadecanoate henicosan-11-yl-7-((4-(dimethylamino)butanoyl)oxy)hexadecanoate CCCCCCCCCCC(CCCCCCCCCC)OC(CCCCCC(CCCCCCCCC)OC(CCCN(C)C)=O)=O.CN(CCCC(=O)OC(CCCCCCCC(=O)OC(CCCCCCCCCC)CCCCCCCCCC)CCCCCCCCC)C